(4-fluorophenyl)hexahydropyrrolo[3,4-c]pyrrole-2(1H)-carboxamide FC1=CC=C(C=C1)C1N(CC2C1CNC2)C(=O)N